2-chloro-4-(ethyl-amino)-6-(isopropyl-amino)-S-triazine ClC1=NC(=NC(=N1)NCC)NC(C)C